N'-(5-bromo-6-indan-2-yloxy-2-meth-yl-3-pyridyl)-N-ethyl-N-methyl-formamidine BrC=1C=C(C(=NC1OC1CC2=CC=CC=C2C1)C)N=CN(C)CC